(4-(6-fluoro-2,2-dioxo-3,4-dihydrobenzo[e][1,2,3]oxathiazin-8-yl)phenyl)(phenyl)methanone FC=1C=C(C2=C(CNS(O2)(=O)=O)C1)C1=CC=C(C=C1)C(=O)C1=CC=CC=C1